acetovanillon CC(=O)C1=CC(OC)=C(O)C=C1